4-(4-bromo-7-(((2R,7aS)-2-fluorotetrahydro-1H-pyrrolizin-7a(5H)-yl)methoxy)-2-methyl-2H-pyrazolo[4,3-f]quinazolin-9-yl)-1,4-oxazepane BrC=1C=2C(C=3C(=NC(=NC3C1)OC[C@]13CCCN3C[C@@H](C1)F)N1CCOCCC1)=CN(N2)C